9,9',9''-(6-(4-(9H-carbazol-9-yl)phenyl)-4-(dibenzo[b,d]thiophen-1-yl)pyridine-2,3,5-triyl)tris(9H-carbazole-3,6-dicarbonitrile) C1=CC=CC=2C3=CC=CC=C3N(C12)C1=CC=C(C=C1)C1=C(C(=C(C(=N1)N1C2=CC=C(C=C2C=2C=C(C=CC12)C#N)C#N)N1C2=CC=C(C=C2C=2C=C(C=CC12)C#N)C#N)C1=CC=CC=2SC3=C(C21)C=CC=C3)N3C2=CC=C(C=C2C=2C=C(C=CC32)C#N)C#N